CSC(=S)OCC1CN(C1)C(=O)OC(C)(C)C tert-butyl 3-((((methylthio)carbonothioyl)oxy)methyl)azetidine-1-carboxylate